O1CCC2=NC(=CC=C21)C#N 2,3-dihydrofuro[3,2-b]pyridine-5-carbonitrile